6-((3-methyl-1-(1-methylpiperidin-4-yl)-1H-pyrazol-4-yl)amino)-4-((3-(5-oxo-1,4-oxazepan-4-yl)propyl)amino)nicotinonitrile CC1=NN(C=C1NC1=NC=C(C#N)C(=C1)NCCCN1CCOCCC1=O)C1CCN(CC1)C